Cyclopentyl-1-methyl-3-(3-((7-(5-methyl-1,2,4-oxadiazol-3-yl)isoquinolin-1-yl)amino)propanamido)-1H-pyrazole-5-carboxylate C1(CCCC1)OC(=O)C1=CC(=NN1C)NC(CCNC1=NC=CC2=CC=C(C=C12)C1=NOC(=N1)C)=O